behenylstearyl methylenemalonate C=C(C(=O)OCCCCCCCCCCCCCCCCCCCCCCCCCCCCCCCCCCCCCCCC)C(=O)[O-]